FC=1C=C(CSC2=NN=C3N2C(=C(C(N3)=O)C)C)C=CC1 3-[(3-fluorobenzyl)sulfanyl]-5,6-dimethyl-[1,2,4]triazolo[4,3-a]pyrimidin-7(8H)-one